(E)-(1,2-dibromovinyl)benzene Br\C(=C\Br)\C1=CC=CC=C1